COC(=O)C1=C(C(=NS1)C1=NC=CC=C1Cl)N.N1CC(C1)N(S(=O)=O)C N-(azetidin-3-yl)-N-methyl-sulfonamide METHYL-4-AMINO-3-(3-CHLOROPYRIDIN-2-YL)ISOTHIAZOLE-5-CARBOXYLATE